4-(Anthracene-9-yl)-1-(2-(2-(tert-Butoxycarbonyl)hydrazino)-2-oxoethyl)pyridin-1-ium chloride [Cl-].C1=CC=CC2=CC3=CC=CC=C3C(=C12)C1=CC=[N+](C=C1)CC(=O)NNC(=O)OC(C)(C)C